6-(2-amino-6-fluoro-5-(4-(1-(2-methoxyethyl)piperidin-4-yl)phenyl)pyridin-3-yl)-3,4-dihydroisoquinolin-1(2H)-one NC1=NC(=C(C=C1C=1C=C2CCNC(C2=CC1)=O)C1=CC=C(C=C1)C1CCN(CC1)CCOC)F